2,6-NONADIENAL C(C=CCCC=CCC)=O